O=C1C(=CC=2C(=NC=CN2)N1CC=1C=NC(=CC1)C(F)(F)F)C1CCN(CC1)C(=O)OC(C)(C)C tert-butyl 4-(6-oxo-5-((6-(trifluoromethyl)pyridin-3-yl)methyl)-5,6-dihydropyrido[2,3-b]pyrazin-7-yl)piperidine-1-carboxylate